NCC(=O)NC=1C=CC=2C(N3C(=NC2C1)CCC3)=O 2-amino-N-(9-oxo-1,2,3,9-tetrahydropyrrolo[2,1-b]quinazoline-6-yl)acetamide